C1(CCCCC1)NC(=O)C1=CC=C(OC=2C=C(C=C(C2)OC2=CC=C(C=C2)F)NC(=O)N2CCN(CC2)CC(CC)CC)C=C1 N-(3-(4-(cyclohexylcarbamoyl)phenoxy)-5-(4-fluorophenoxy)phenyl)-4-(2-ethylbutyl)piperazine-1-carboxamide